FC(S(=O)(=O)[O-])(F)F.CN1C=[N+](C=C1)C 1-methyl-3-methylimidazolium (trifluoromethanesulfonate)